OC(C(C1=CC=CC=C1)C1=CC=CC=C1)C1N(C(CCC1)C)C(=O)OC(C)(C)C tert-butyl 2-(1-hydroxy-2,2-diphenylethyl)-6-methylpiperidine-1-carboxylate